[K+].N[C@@H](CCC(=O)[O-])C(=O)OC(CCCCCCCCCCCCC)=O myristoyl glutamate Potassium salt